COC(=O)C1=NN(C(=C1)C)C=1C(=NC=C(C1)Cl)C(=O)N1CC2=CC=CC=C2C[C@H]1CN1CCOCC1 (S)-1-(5-chloro-2-(3-(morpholinomethyl)-1,2,3,4-tetrahydroisoquinoline-2-carbonyl)pyridin-3-yl)-5-methyl-1H-pyrazole-3-carboxylic acid methyl ester